C1(=CC(=CC=C1)C1=NC(=NC=C1Cl)NC1CC(CCC1)C(=O)N1CCC(CC1)C(=O)N1CCC(CC1)C=1C=C2CN(C(C2=CC1)=O)C1C(NC(CC1)=O)=O)C1=CC=CC=C1 3-(5-(1-(1-(3-((4-([1,1'-biphenyl]-3-yl)-5-chloropyrimidin-2-yl)amino)cyclohexane-1-carbonyl)piperidine-4-carbonyl)piperidin-4-yl)-1-oxoisoindolin-2-yl)piperidine-2,6-dione